tert-butyl 4-{4-[4-({[(tert-butoxy)carbonyl]amino} methyl)benzamido]-2-fluorophenyl}-1,2,3,6-tetrahydropyridine-1-carboxylate C(C)(C)(C)OC(=O)NCC1=CC=C(C(=O)NC2=CC(=C(C=C2)C=2CCN(CC2)C(=O)OC(C)(C)C)F)C=C1